2-(hydroxycyclobutyl)pyridine-4-carboxylic acid OC1(CCC1)C1=NC=CC(=C1)C(=O)O